[N-]=C=O.[N-]=C=O.ClC(C1=CC=CC=C1)C1=CC=CC=C1 chlorodiphenyl-methane diisocyanate